C(C)(=O)O[C@H]1[C@H](N(C[C@@H]1OC(=O)OC(C)(C)C)C(=O)OC(C)(C)C)CC1=CC=C(C=C1)C1=CN=C(S1)C(F)(F)F tert-butyl (2R,3S,4S)-3-(acetyloxy)-4-[(tert-butoxycarbonyl)oxy]-2-({4-[2-(trifluoromethyl)-1,3-thiazol-5-yl]phenyl}methyl)pyrrolidine-1-carboxylate